BrC=1C(=C(NC=2C3=C(N=CN2)NC=C3C3CCN(CC3)C(C=C)=O)C=CC1OCC1=NC=CC=C1)F [4-[4-[3-bromo-2-fluoro-4-(2-pyridylmethoxy)anilino]-7H-pyrrolo[2,3-d]pyrimidin-5-yl]-1-piperidyl]prop-2-en-1-one